Racemic-1-(3-isopropylcyclobutyl)-3-(isoquinolin-4-yl)-2-oxoimidazolidine-4-carbonitrile C(C)(C)C1CC(C1)N1C(N([C@H](C1)C#N)C1=CN=CC2=CC=CC=C12)=O |r|